1-(2-(4-ethylpiperazin-1-yl)-4-methylquinolin-6-yl)-3-(2-(3-(pyrrolidin-1-ylmethyl)pyrrolidin-1-yl)ethyl)thiourea C(C)N1CCN(CC1)C1=NC2=CC=C(C=C2C(=C1)C)NC(=S)NCCN1CC(CC1)CN1CCCC1